3,6-dihydroxy-9H-Fluorene-9-one OC=1C=CC=2C(C3=CC=C(C=C3C2C1)O)=O